[C@@H]1([C@H](O)[C@@H](O)[C@H](O)[C@H](O1)CO)N1N=NC(=C1)C1=NC=CC=C1 1-(β-D-Glucopyranosyl)-4-(pyridin-2-yl)-1,2,3-triazole